ONCC(=O)O 2-(hydroxyamino)acetic acid